C(C)OC(C=C(C=CC=C(CCC=C(CCC=C(C)C)C)C)[Sn](CCCC)(CCCC)CCCC)=O 7,11,15-trimethyl-3-(tributylstannyl)-2,4,6,10,14-hexadecapentaenoic acid ethyl ester